C(C1=CC=CC=C1)OC=1C2=C(N=C(N1)SC)C(C1=C2C=CN=C1C1=C2C=NN(C2=CC2=C1C(=C(C=C2)F)Cl)C2OCCCC2)=C 4-(benzyloxy)-8-(5-chloro-6-fluoro-1-(tetrahydro-2H-pyran-2-yl)-1H-benzo[f]indazol-4-yl)-9-methylene-2-(methylthio)-9H-pyrido[4',3':3,4]cyclopenta[1,2-d]pyrimidine